C(C)(C)(C)OC(=O)N(CC#CC1=CC(=C(OCCCC2=C(N=C(S2)NCCC(COC)O[Si](C)(C)C(C)(C)C)C(=O)OC)C=C1)F)C methyl 5-[3-[4-[3-[tert-butoxycarbonyl(methyl)amino]prop-1-ynyl]-2-fluoro-phenoxy]propyl]-2-[[3-[tert-butyl(dimethyl)silyl]oxy-4-methoxy-butyl]amino]thiazole-4-carboxylate